C(#N)C=1C(=CC=2N=CN=C(C2N1)OC1=CC=C(C=C1)NC(=O)C1(CC1)C(=O)NC1=CC=C(C=C1)F)OC 1-N-[4-(6-cyano-7-methoxypyrido[3,2-d]pyrimidin-4-yl)oxyphenyl]-1-N'-(4-fluorophenyl)cyclopropane-1,1-dicarboxamide